N[C@H]1CCC2=CC(=CC=C12)N1C(=NC=2C1=NC(=CC2C)C)C=2C(=NC=CC2)N (S)-3-(3-(1-amino-2,3-dihydro-1H-inden-5-yl)-5,7-dimethyl-3H-imidazo[4,5-b]pyridin-2-yl)pyridin-2-amine